2-(4-bromophenyl)benzoxazole BrC1=CC=C(C=C1)C=1OC2=C(N1)C=CC=C2